ClC(C(O)O)C 2-chloropropanediol